ClC1=C(N)C(=CC=C1)SC 2-chloro-6-(methylthio)aniline